(7-(7-oxo-5,6,7,8-tetrahydro-1,8-naphthyridin-4-yl)-3,4-dihydroisoquinolin-2(1H)-yl)sulfonamide hydrochloride Cl.O=C1CCC=2C(=CC=NC2N1)C1=CC=C2CCN(CC2=C1)S(=O)(=O)N